[Si](C)(C)(C(C)(C)C)OCCN1C=C(C2=CC(=CC=C12)Cl)C1CCN(CC1)C(=O)N1C[C@@H]2[C@@H](OCC(N2)=O)CC1 (-)-cis-6-(4-(1-(2-((tert-Butyldimethylsilyl)oxy)ethyl)-5-chloro-1H-indol-3-yl)piperidine-1-carbonyl)hexahydro-2H-pyrido[4,3-b][1,4]oxazin-3(4H)-one